(S)-N-(5-cyclopropyl-2-((2-methoxyethyl)carbamoyl)phenyl)-3-(3-fluoro-4-methylphenyl)-3-(1,2,4-thiadiazol-5-yl)pyrrolidine-1-carboxamide C1(CC1)C=1C=CC(=C(C1)NC(=O)N1C[C@@](CC1)(C1=NC=NS1)C1=CC(=C(C=C1)C)F)C(NCCOC)=O